C1(CCCCC1)[C@@H](C(=O)NC=1C=C2CC(CC2=CC1)(C(NC)=O)N1C(NC(C1)C(COC)C)=O)NC(=O)C1=CC=NN1C N-((1S)-1-cyclohexyl-2-((2-(4-(1-methoxypropan-2-yl)-2-oxoimidazolidin-1-yl)-2-(methylcarbamoyl)-2,3-dihydro-1H-inden-5-yl)amino)-2-oxoethyl)-1-methyl-1H-pyrazole-5-carboxamide